tert-butyl (2'R,3'R)-2'-hydroxy-3'-((R)-5H-imidazo[5,1-a]isoindol-5-yl)-3-azaspiro[bicyclo[3.2.1]octane-8,1'-cyclobutane]-3-carboxylate O[C@H]1C2(C[C@@H]1[C@H]1N3C(C4=CC=CC=C14)=CN=C3)C3CN(CC2CC3)C(=O)OC(C)(C)C